(S)-7-((6-((3-fluoroazetidin-1-yl)methyl)-5-(tetrahydrofuran-3-yl)pyridin-2-yl)amino)-4-(7-fluoroimidazo[1,2-a]pyridin-3-yl)isoindolin-1-one FC1CN(C1)CC1=C(C=CC(=N1)NC=1C=CC(=C2CNC(C12)=O)C1=CN=C2N1C=CC(=C2)F)[C@H]2COCC2